2-hydroxy-N-(1-methyl-1H-pyrazol-4-yl)propanamide OC(C(=O)NC=1C=NN(C1)C)C